di(methyl)n-propyl-(butoxy)silane benzyl-3-(tert-butylsulfinylamino)-3-[4-(4-methylthiazol-5-yl)phenyl]azetidine-1-carboxylate C(C1=CC=CC=C1)OC(=O)N1CC(C1)(C1=CC=C(C=C1)C1=C(N=CS1)C)NS(=O)C(C)(C)C.C[Si](OCCCC)(CCC)C